p-iodomethylbenzaldehyde ICC1=CC=C(C=O)C=C1